dibenzo[b]thiophene C1=CC=C2C(=C1)C3=CC=CC=C3S2